NCCCCCC(=O)OCCC#CCCCCCC 3-decyne-1-yl 6-aminocaproate